BrC1=CC=2C(S1)=C(C1=C(SC(=C1)Br)C2OCCOC)OCCOC 2,6-dibromo-4,8-bis(2-methoxyethoxy)benzo[1,2-b:4,5-b']dithiophene